COCC(=O)NC1CCN(CC1)C=1SC=C(N1)C(=O)N[C@@H](CO)C(=O)[O-] (2-(4-(2-methoxyacetamido)piperidin-1-yl)thiazole-4-carbonyl)-Z-serinate